ClC1=NC=C(C(=C1)C1=C(C=NC(=C1)C)C(=O)NC=1SC(=NN1)[C@H]1[C@H](CC1)F)OC 2'-chloro-N-(5-((1R,2S)-2-fluorocyclobutyl)-1,3,4-thiadiazol-2-yl)-5'-methoxy-6-methyl-(4,4'-bipyridine)-3-carboxamide